COC1=CC=C(CN(C2=NC=C(C(=C2)C)C(F)(F)F)CC2=CC=C(C=C2)OC)C=C1 N,N-bis(4-methoxybenzyl)-4-methyl-5-(trifluoromethyl)pyridin-2-amine